ClC1=CC=C(C=C1)C1=N[C@H](C=2N(C3=C1C(=C(S3)C)C)C(=NN2)C)CC(=O)OC(C)(C)C (S)-tert-butyl 2-(4-(4-chlorophenyl)-2,3,9-trimethyl-6H-thieno[3,2-f][1,2,4]triazolo[4,3-a][1,4]diazepin-6-yl)acetate